FC(CCC(=O)OCCCCCCCCCCCCCC)F Tetradecyl 4,4-difluorobutanoate